FC1=C(N)C=C(C(=C1)C)C1=CC(=NC(=C1)N1CCOCC1)F E-2-fluoro-5-(2-fluoro-6-morpholinopyridin-4-yl)-4-methylaniline